tertButyl ((3S,5S)-5-(((tert-butyldimethylsilyl)oxy)methyl)-1-(5-(6-chloropicolinamido)-7-fluoro-1-(2-methoxyethyl)-1H-indazol-4-yl)pyrrolidin-3-yl)carbamate [Si](C)(C)(C(C)(C)C)OC[C@@H]1C[C@@H](CN1C1=C2C=NN(C2=C(C=C1NC(C1=NC(=CC=C1)Cl)=O)F)CCOC)NC(OC(C)(C)C)=O